ClC=1C=C2C=NNC2=CC1N1CCN(CC1)C1(COC1)C#N 3-(4-(5-chloro-1H-indazol-6-yl)piperazin-1-yl)oxetane-3-carbonitrile